4-(6-chloro-4-(1,4-diazepan-1-yl)-8-fluoro-2-(((S)-1-methylpyrrolidin-2-yl)methoxy)quinazolin-7-yl)benzo[d]thiazol-2-amine ClC=1C=C2C(=NC(=NC2=C(C1C1=CC=CC2=C1N=C(S2)N)F)OC[C@H]2N(CCC2)C)N2CCNCCC2